(S)-N-(3-(1-((2-ethyl-2H-pyrazolo[3,4-b]pyrazin-6-yl)amino)ethyl)phenyl)-6-(trifluoromethyl)nicotinamide C(C)N1N=C2N=C(C=NC2=C1)N[C@@H](C)C=1C=C(C=CC1)NC(C1=CN=C(C=C1)C(F)(F)F)=O